The molecule is tetraanion of (25R)-3alpha,7alpha-dihydroxy-5beta-cholestan-26-oyl-CoA arising from deprotonation of phosphate and diphosphate functions. It is a conjugate base of a (25R)-3alpha,7alpha-dihydroxy-5beta-cholestan-26-oyl-CoA. C[C@H](CCC[C@@H](C)C(=O)SCCNC(=O)CCNC(=O)[C@@H](C(C)(C)COP(=O)([O-])OP(=O)([O-])OC[C@@H]1[C@H]([C@H]([C@@H](O1)N2C=NC3=C(N=CN=C32)N)O)OP(=O)([O-])[O-])O)[C@H]4CC[C@@H]5[C@@]4(CC[C@H]6[C@H]5[C@@H](C[C@H]7[C@@]6(CC[C@H](C7)O)C)O)C